BrC1=CC2=C(OCCO2)C=C1F 6-bromo-7-fluoro-2,3-dihydro-1,4-benzodioxin